4-[4-(4-methoxyphenyl)-5-methyl-1H-pyrazol-3-yl]benzene COC1=CC=C(C=C1)C=1C(=NNC1C)C1=CC=CC=C1